C(C)[C@@]1(C[C@H](NC1)C(=O)NCCNC(C1=C(C=C(C=C1)NC=1C=2N(C=CN1)C(=CN2)C=2C(=NN(C2)C)C(F)(F)F)CC)=O)O (2S,4S)-4-ethyl-N-[2-[[2-ethyl-4-[[3-[1-methyl-3-(trifluoromethyl)pyrazol-4-yl]imidazo[1,2-a]pyrazin-8-yl]amino]benzoyl]amino]ethyl]-4-hydroxypyrrolidine-2-carboxamide